3-(9-((4-(aminomethyl)phenyl)carbamoyl)-4,5-dihydrobenzo[b]thieno[2,3-d]oxepin-8-yl)-6-(isopentylcarbamoyl)picolinic acid NCC1=CC=C(C=C1)NC(=O)C1=CC2=C(OCCC3=C2SC=C3)C=C1C=1C(=NC(=CC1)C(NCCC(C)C)=O)C(=O)O